O[C@@H](C[C@@H](N)C(=O)O)C (4R)-4-Hydroxy-D-Norvaline